C(#N)C1=CC=C(OCC=2N=NN(C2)C2=C(C(=O)N)C=CC=C2)C=C1 [4-[(4-cyanophenoxy)methyl]-1H-1,2,3-triazol-1-yl]benzamide